5-(2-fluoro-6-methoxyphenyl)-3-(4-(4-oxopiperidin-1-yl)phenyl)-1H-pyrazolo[4,3-c]pyridazin-6(5H)-one FC1=C(C(=CC=C1)OC)N1N=C2C(=CC1=O)NN=C2C2=CC=C(C=C2)N2CCC(CC2)=O